Silver(I) trifluoromethanesulfonate FC(S(=O)(=O)[O-])(F)F.[Ag+]